ClC1=C(C(=CC=C1Cl)OCOC)C1N(CC(C1)C(C(=O)OCC)C)C(=O)[O-] 2-[2,3-dichloro-6-(methoxymethoxy)phenyl]-4-(1-ethoxy-1-oxopropan-2-yl)pyrrolidine-1-carboxylate